N-((3-(2,6-difluoro-3,5-dimethoxyphenyl)-1-((1-methylpiperidin-4-yl)methyl)-2-oxo-1,2,3,4-tetrahydropyrido[4,3-d]pyrimidin-7-yl)methyl)acrylamide FC1=C(C(=C(C=C1OC)OC)F)N1C(N(C2=C(C1)C=NC(=C2)CNC(C=C)=O)CC2CCN(CC2)C)=O